NS(=NC(CC1=C(C=C(C=C1C(C)C)C=1C=C2CCOCC2=CC1)C(C)C)=O)(=O)C1=C(N=C(S1)C(C)(C)O)CO N-(amino(4-(hydroxymethyl)-2-(2-hydroxypropan-2-yl)thiazol-5-yl)(oxo)-λ6-sulfaneylidene)-2-(4-(isochroman-6-yl)-2,6-diisopropyl-phenyl)acetamide